1-azaspiro[4.6]undecane N1CCCC12CCCCCC2